4-(2-{5-[(1R,4R,7R)-7-amino-2-azabicyclo[2.2.1]heptane-2-carbonyl]-7-methoxy-1-methyl-1H-1,3-benzodiazol-2-yl}-1-(cyclopropylmethyl)-1H-indol-6-yl)-2-hydroxybenzamide N[C@H]1[C@@H]2N(C[C@H]1CC2)C(=O)C2=CC1=C(N(C(=N1)C=1N(C3=CC(=CC=C3C1)C1=CC(=C(C(=O)N)C=C1)O)CC1CC1)C)C(=C2)OC